bis(3-butenyl) trisulfide C(CC=C)SSSCCC=C